S(=O)(=O)(O)CCC[NH+](C)C sulphopropyl-dimethylammonium